C(C)(C)(C)OC(=O)N1[C@@H]([C@H](C1)CC)C(=O)O (2S,3S)-1-(tert-butoxycarbonyl)-3-ethylazetidine-2-carboxylic acid